COC(=O)C12CCC(CC1)(CC2)NC(=O)C2=NN1C(N=CC=C1C1=CC(=C(C=C1)OC)OC)=C2.COC2=CC=C(C=C2)C2=NC(=NC1=CC=CC=C21)C 4-(4-methoxyphenyl)-2-methyl-quinazoline methyl-4-(7-(3,4-dimethoxyphenyl)pyrazolo[1,5-a]pyrimidine-2-carboxamido)bicyclo[2.2.2]octane-1-carboxylate